5-(3-bromo-6-chloro-2-pyridyl)thiazole BrC=1C(=NC(=CC1)Cl)C1=CN=CS1